C(C=C)(=O)O.C(C=C)(=O)O.C(C=C)(=O)O.C(C=C)(=O)O.OC(CC)(O)O.OC(CC)(O)O di-tri-hydroxypropane tetraacrylate